FC(N1N=C(C=C1)C1=CC=C(C=N1)S(=O)(=O)NC=1C=CC=C2C=NN(C12)C)F 6-(1-(difluoromethyl)-1H-pyrazol-3-yl)-N-(1-methyl-1H-indazol-7-yl)pyridine-3-sulfonamide